OC1=CC=C(C=C1)C(CC)(CC)C1=CC=C(C=C1)O 3,3-bis(4-hydroxyphenyl)pentane